The molecule is anionic form of chondroitin D-glucuronate arising from deprotonation of the carboxylic acid groups of the repeating units; major species at pH 7.3. It is a conjugate base of a chondroitin D-glucuronate. CC(=O)N[C@@H]1[C@H]([C@H]([C@H](O[C@H]1O)CO)O)O[C@H]2[C@@H]([C@H]([C@@H]([C@H](O2)C(=O)[O-])O)O)O